3-ethyl-hexadiene C(C)C(C=C)=CCC